tert-Butyl (4-(3-((S)-3-(azetidin-1-yl)pyrrolidin-1-yl)-5-fluoro-7,9-dihydrofuro[3,4-f]quinazolin-6-yl)-3-cyano-7-fluorothieno[3,2-c]pyridin-2-yl)carbamate N1(CCC1)[C@@H]1CN(CC1)C1=NC=2C(=C(C3=C(C2C=N1)COC3)C3=NC=C(C1=C3C(=C(S1)NC(OC(C)(C)C)=O)C#N)F)F